OC(C(=O)C1=CC=C(C=C1)CC1=CC=C(C=C1)C(C(C)(C)O)=O)(C)C 2-hydroxy-1-[4-{4-(2-Hydroxy-2-methyl-propionyl)benzyl}-phenyl]-2-methyl-propan-1-one